C(C)OC1=CC=C(C=C1)NC(C1=CC(=CC=C1)S(NC1=CC=C(C=C1)OCC)(=O)=O)=O N-(4-ethoxyphenyl)-3-(N-(4-ethoxyphenyl)sulfamoyl)benzamide